2,7-dichloro-9,9-bis(4-aminophenyl)fluorene ClC1=CC=2C(C3=CC(=CC=C3C2C=C1)Cl)(C1=CC=C(C=C1)N)C1=CC=C(C=C1)N